2-(trityloxy)ethanol C(C1=CC=CC=C1)(C1=CC=CC=C1)(C1=CC=CC=C1)OCCO